5-[(3-chloro-5-methanesulfonamidophenyl)carbamoyl]thiophene-3-carboxylic acid ClC=1C=C(C=C(C1)NS(=O)(=O)C)NC(=O)C1=CC(=CS1)C(=O)O